5-[5-(4,4-difluorocyclohexyl)-1,2,4-oxadiazol-3-yl]-1-(propan-2-yl)-1H-1,2,3-benzotriazole FC1(CCC(CC1)C1=NC(=NO1)C1=CC2=C(N(N=N2)C(C)C)C=C1)F